ClC1=CC=C(C=C1)NC(N(C1=CC2=CN(N=C2C=C1)C)CC=1C(=NC(=NC1)Cl)Cl)=O 3-(4-chlorophenyl)-1-((2,4-dichloropyrimidin-5-yl)methyl)-1-(2-methyl-2H-indazol-5-yl)urea